C1C(CO1)(C)C neopentylene oxide